(R)- and (S)-1-ferrocenyl-ethylamine [C-]1(C=CC=C1)[C@@H](C)N.[CH-]1C=CC=C1.[Fe+2] |r|